C(C(=C)C)(=O)OC(CCCCCCCCCCC)CC(CCCC)CC 2-ethylhexyl-dodecyl methacrylate